C(C)OC1=CC=C(C=C1)C(/C=C/C1=CC=C(OCCC(=O)O)C=C1)=O 3-[4-[(E)-3-(4-Ethoxyphenyl)-3-oxoprop-1-enyl]phenoxy]propanoic acid